(Z)-1-(3-(2-isopropyl-5-methoxyphenyl)-4-oxothiazolidin-2-ylidene)-3-(2-methyl-4-(1-(3-(trifluoromethoxy)phenyl)-1H-1,2,4-triazol-3-yl)phenyl)urea C(C)(C)C1=C(C=C(C=C1)OC)N1/C(/SCC1=O)=N/C(=O)NC1=C(C=C(C=C1)C1=NN(C=N1)C1=CC(=CC=C1)OC(F)(F)F)C